(Z)-1-(3-(2,3-dihydro-1H-inden-4-yl)-4-oxothiazolidine-2-ylidene)-3-(2-fluoro-4-(1-(4-(trifluoromethoxy)phenyl)-1H-1,2,4-triazol-3-yl)phenyl)urea C1CCC2=C(C=CC=C12)N1/C(/SCC1=O)=N/C(=O)NC1=C(C=C(C=C1)C1=NN(C=N1)C1=CC=C(C=C1)OC(F)(F)F)F